FC(F)(F)OS(OC12C3C(C(C=C1)C2)C(NC3=O)=O)(=O)=O (trifluoromethyl-sulfoxy)-bicyclo[2.2.1]hept-5-ene-2,3-dicarboximide